PYRIDAZIN-3(2H)ON N=1NC(C=CC1)=O